racemic-histidine N[C@@H](CC1=CNC=N1)C(=O)O |r|